[C-]#N.C(CCCCCCC)[N+]1=CC(=CC=C1)CCC 1-octyl-3-propylpyridinium cyanide